C(C)OC([C@@H](NC(=O)OC(C)(C)C)[C@@H](C)C(CO)=O)=O N-boc-δ-Hydroxy-γ-keto-L-isoleucine ethyl ester